COC1=CC=2C3=C(NC2C=C1OCCCN1CCCC1)C=CN=C3N3CCC31CCCC1 1-{8-methoxy-7-[3-(pyrrolidin-1-yl)propoxy]-5H-pyrido[4,3-b]indol-1-yl}-1-azaspiro[3.4]octane